BrC1=CC=C(OCC2COC(C(O2)CO)C)C=C1 (6-((4-bromophenoxy)methyl)-3-methyl-1,4-dioxan-2-yl)methanol